FC1=C(C=C(C=C1C=1C=NN(C1)C(C)C1=CC=C(C=C1)F)F)C1=CC=2N(C=C1)N=C(N2)N 7-(2,5-difluoro-3-(1-(1-(4-fluorophenyl)ethyl)-1H-pyrazol-4-yl)phenyl)-[1,2,4]triazolo[1,5-a]pyridin-2-amine